3,3-dimethyl-6-(1-(tetrahydro-2H-pyran-2-yl)-1H-pyrazol-4-yl)indolin-2-one CC1(C(NC2=CC(=CC=C12)C=1C=NN(C1)C1OCCCC1)=O)C